C(=C)S(=O)(=O)C1=C(C(=C(C(=C1F)F)S(=O)(=O)C=C)F)F 1,4-bis(vinylsulfonyl)-2,3,5,6-tetrafluorobenzene